1-hydroxy-4-methyl-2-pyridone ON1C(C=C(C=C1)C)=O